perfluoro(2-ethoxy)acetic anhydride FC(C(=O)OC(C(F)(F)OC(C(F)(F)F)(F)F)=O)(OC(C(F)(F)F)(F)F)F